N1N=CC(=C1)CCNC1=NC(=NC(=C1C)C)C(=O)NC(C)C1CCCCC1 4-((2-(1H-pyrazol-4-yl)ethyl)amino)-N-(1-cyclohexylethyl)-5,6-dimethylpyrimidine-2-carboxamide